NC1=CC=C(C=N1)C1=CN=C2C(=N1)N(C=N2)CC2CCOCC2 6-(6-Aminopyridin-3-yl)-1-((tetrahydro-2H-pyran-4-yl)methyl)-1H-imidazo[4,5-b]pyrazin